C1(CCCC1)C1=NOC2=C1N=C(N=C2N2CCOCC2)C2=C(C=CC=C2)O 2-(3-cyclopentyl-7-morpholinoisoxazolo[4,5-d]pyrimidin-5-yl)phenol